4-(3-Aminopropyl)piperazine-1-carboxylic acid tert-butyl ester C(C)(C)(C)OC(=O)N1CCN(CC1)CCCN